1,3-diisopropyl-1H-benzo[d]imidazol C(C)(C)N1CN(C2=C1C=CC=C2)C(C)C